ClC=1C=C(C=CC1C#N)N1CC2(C[C@@H]1C)CCN(CC2)C=2C=CC(=NC2)C(=O)O (S)-5-(2-(3-chloro-4-cyanophenyl)-3-methyl-2,8-diazaspiro[4.5]decan-8-yl)picolinic acid